3-[2-[(E,3R)-5-[3-(Benzenesulfonamido)phenyl]-3-hydroxypent-4-enoxy]-5-methylphenyl]propanoic acid C1(=CC=CC=C1)S(=O)(=O)NC=1C=C(C=CC1)/C=C/[C@@H](CCOC1=C(C=C(C=C1)C)CCC(=O)O)O